(11-methoxymethoxyundecyl)trimethoxysilane COCOCCCCCCCCCCC[Si](OC)(OC)OC